(2E)-3-[7-(benzyloxy)-1,4-dimethyl-1H-benzotriazol-5-yl]prop-2-enoic acid tert-butyl ester C(C)(C)(C)OC(\C=C\C1=C(C2=C(N(N=N2)C)C(=C1)OCC1=CC=CC=C1)C)=O